[Si](C)(C)(C(C)(C)C)OC=1C=CC(=C(C1)C1=NCC(NC2=C1C(=C(C=C2)Cl)Cl)=O)F 5-[5-[tert-butyl(dimethyl)silyl]oxy-2-fluoro-phenyl]-6,7-dichloro-1,3-dihydro-1,4-benzodiazepin-2-one